1'-methyl-5-methylene-3H-spiro[furan-2,3'-indoline]-2',4(5H)-dione CN1C(C2(C3=CC=CC=C13)OC(C(C2)=O)=C)=O